C[C@@H]([C@H](C)NC(=O)OC(C)(C)C)NC(=O)OC(C)(C)C di-tert-butyl (2S,3S)-butane-2,3-dicarbamate